N-(5-(3-(9H-purin-6-yl)pyridin-2-ylamino)-2-fluorophenyl)-4-methoxy-3-(trifluoromethyl)benzamid N1=CN=C2NC=NC2=C1C=1C(=NC=CC1)NC=1C=CC(=C(C1)NC(C1=CC(=C(C=C1)OC)C(F)(F)F)=O)F